8,9-dichloro-7-(2,6-difluorophenyl)-2-[(E)-2-ethoxyvinyl]-5H-pyrimido[1,2-a][1,4]benzodiazepine-3-One ClC1=C(C=CC2=C1C(=NCC=1N2C=C(C(N1)=O)\C=C\OCC)C1=C(C=CC=C1F)F)Cl